5-{[(3R)-2-oxoazepan-3-yl]amino}-2-[1-(prop-2-yl)-1H-pyrazol-4-yl][1,2,4]triazolo[1,5-c]quinazoline-7-carbonitrile O=C1NCCCC[C@H]1NC1=NC2=C(C=CC=C2C=2N1N=C(N2)C=2C=NN(C2)C(C)C)C#N